pyrazol cyclononan-3-yl-4-nitrobenzenesulfonate C1CC(CCCCCC1)C1=C(C=CC(=C1)[N+](=O)[O-])S(=O)(=O)O.N1N=CC=C1